CN(C)C[C@H]1CC[C@H](CC1)SCC1=NC2=C(C=CC=C2C(N1)=O)C 2-(((cis-4-((Dimethylamino)methyl)cyclohexyl)thio)methyl)-8-methyl-quinazolin-4(3H)-one